NC1=C2N=C(N(C2=NC(=N1)CC(CC)=O)C)N1N=CC=N1 (6-Amino-9-methyl-8-(2H-1,2,3-triazol-2-yl)-9H-purin-2-yl)butan-2-one